NCC1N(CCC2=C1C(=NN2C2=CC=C(C=C2)C(C)C)OC(C(=O)OCC)C)C(=O)OC(C)(C)C tert-butyl (rac)-4-(aminomethyl)-3-((1-ethoxy-1-oxopropan-2-yl)oxy)-1-(4-isopropylphenyl)-1,4,6,7-tetrahydro-5H-pyrazolo[4,3-c]pyridine-5-carboxylate